2,2-Dimethyl-4H-5-pyridol CC1(NC=C(CC1)O)C